3-(2-(dimethylamino)ethoxy)-6-(3-methoxy-4-(4-methoxybenzyloxy)phenylamino)-quinoxaline-5-carbonitrile CN(CCOC=1C=NC=2C=CC(=C(C2N1)C#N)NC1=CC(=C(C=C1)OCC1=CC=C(C=C1)OC)OC)C